ClCC(=O)NC1=C2C=CC=NC2=C(C=C1C(=O)C=1C2=CN(N=C2C(=CC1)F)C1OCCCC1)OC(F)(F)F 2-Chloro-N-[6-[7-fluoro-2-(oxan-2-yl)indazole-4-carbonyl]-8-(trifluoromethoxy)quinolin-5-yl]acetamide